3-(2-chloro-4-(fluoromethyl)thiophen-3-yl)-1-(5-methoxypyridin-2-yl)-7-((4-(1,2,6-trimethylpiperidin-4-yl)phenyl)amino)-3,4-dihydropyrimido[4,5-d]pyrimidin-2(1H)-one ClC=1SC=C(C1N1C(N(C2=NC(=NC=C2C1)NC1=CC=C(C=C1)C1CC(N(C(C1)C)C)C)C1=NC=C(C=C1)OC)=O)CF